CC1=CC=C(C=C1)CC para-methyl-ethylbenzene